BrC1=CN=C2N1N=C(C=C2)N2[C@@H]1CO[C@H](C2)C1 (1S,4S)-5-(3-Bromoimidazo[1,2-b]pyridazin-6-yl)-2-oxa-5-azabicyclo[2.2.1]heptane